Methyl (Z)-1-(4-amino-2-fluorobut-2-en-1-yl)-4-(3-(N-isopropylsulfamoyl)-4-methoxyphenyl)-1H-benzo[d][1,2,3]triazol-6-carboxylate Hydrochloride Cl.NC\C=C(\CN1N=NC2=C1C=C(C=C2C2=CC(=C(C=C2)OC)S(NC(C)C)(=O)=O)C(=O)OC)/F